methyl (S)-2-((t-butoxycarbonyl) amino)-3-cyclohexylpropanoate C(C)(C)(C)OC(=O)N[C@H](C(=O)OC)CC1CCCCC1